4-[(3aR,6aS)-5-(4-fluorophenyl)-4-methyl-1,3,3a,4,6,6a-hexahydropyrrolo[3,4-c]pyrrol-2-yl]-6-chloro-1-methyl-2-oxo-1,5-naphthyridine-3-carbonitrile FC1=CC=C(C=C1)N1C[C@H]2[C@@H](C1C)CN(C2)C2=C(C(N(C1=CC=C(N=C21)Cl)C)=O)C#N